(R)-3-(4-(7,7-difluoro-2-(2-(fluoromethyl)azetidin-1-yl)-6,7-dihydro-5H-cyclopenta[d]pyrimidin-4-yl)phenyl)oxetan-3-amine FC1(CCC2=C1N=C(N=C2C2=CC=C(C=C2)C2(COC2)N)N2[C@H](CC2)CF)F